N1N=CC=2N=CNC(C21)=O 1,6-dihydro-7H-pyrazolo[4,3-d]Pyrimidin-7-one